OC(C)(C)C=1C=C2C(=CC=NC2=CC1)C(=O)NCC(=O)O (6-(2-hydroxy-prop-2-yl)quinoline-4-carbonyl)glycine